FC1=C(CN2C(N3C(C(=C2)C(=O)N[C@@H]2[C@H](CCCCC2)O)=NC=C3)=O)C(=CC(=C1)C=1C3=CN(N=C3C=CC1)C)F 6-(2,6-difluoro-4-(2-methyl-2H-indazol-4-yl)benzyl)-N-((1S,2S)-2-hydroxycycloheptyl)-5-oxo-5,6-dihydroimidazo[1,2-c]pyrimidine-8-carboxamide